ClC1=C(OCC2(CCN(CC2)C(=O)OC(C)(C)C)C)C=CC(=C1)F tert-Butyl 4-[(2-chloro-4-fluoro-phenoxy)methyl]-4-methyl-piperidine-1-carboxylate